5-(5-fluoropyridin-2-yl)-1,3,4-oxadiazol-2-yl(4-(4-methylpyrazolo[1,5-a]pyridin-2-yl)-6,7-dihydro-1H-imidazo[4,5-c]pyridin-5(4H)-yl)methanone FC=1C=CC(=NC1)C1=NN=C(O1)C(=O)N1C(C2=C(CC1)NC=N2)C2=NN1C(C(=CC=C1)C)=C2